oleic Acid Methyl Ester COC(CCCCCCC\C=C/CCCCCCCC)=O